C(C)(=O)OC1OC2(CN([C@H](C2)C)C(=O)OC(C)(C)C)C=2C1=NC=CC2 tert-butyl (5'S)-7-acetoxy-5'-methyl-7H-spiro[furo[3,4-b]pyridine-5,3'-pyrrolidine]-1'-carboxylate